1-(4-((4-methoxypiperidin-1-yl)methyl)phenyl)ethan-1-ol COC1CCN(CC1)CC1=CC=C(C=C1)C(C)O